BrC=1C(=CC(=C(C(=O)OC)C1)C)OCC(OC)OC methyl 5-bromo-4-(2,2-dimethoxyethoxy)-2-methylbenzoate